O1CCC(CC1)C1=CC=C(C=C1)C1=CC=C(C=C1)OC=1N=NNC1C(=O)O 4-((4'-(tetrahydro-2H-pyran-4-yl)-[1,1'-biphenyl]-4-yl)oxy)-1H-1,2,3-triazole-5-carboxylic acid